C(#N)[C@H]1N(CSC1)C(CNC(=O)C1=CC=NC2=CC=C(C=C12)C1(CCOCC1)O)=O (R)-N-(2-(4-Cyanothiazolidin-3-yl)-2-oxoethyl)-6-(4-hydroxytetrahydro-2H-pyran-4-yl)quinoline-4-carboxamide